3-benzyl 8-tert-butyl (1R,5S)-1-[(methylsulfanyl)methyl]-3,8-diazabicyclo[3.2.1]octane-3,8-dicarboxylate CSC[C@]12CN(C[C@H](CC1)N2C(=O)OC(C)(C)C)C(=O)OCC2=CC=CC=C2